ClC1=C(C(=O)Cl)C(=C(C(=C1Cl)C(=O)Cl)Cl)Cl 2,3,5,6-tetrachloroterephthaloyl dichloride